tert-butyl 2-(4-(4-chloro-7,7-dimethyl-5-oxo-5,7-dihydroindolo[1,2-a]quinazolin-10-yl)piperidin-1-yl)acetate ClC=1C=2C(N=C3N(C2C=CC1)C1=CC(=CC=C1C3(C)C)C3CCN(CC3)CC(=O)OC(C)(C)C)=O